(3R,5R)-1-(((9H-fluoren-9-yl)methoxy)carbonyl)-5-(tert-butoxycarbonyl)-3-((pyridin-4-ylmethyl)amino)pyrrolidine-3-carboxylic acid C1=CC=CC=2C3=CC=CC=C3C(C12)COC(=O)N1C[C@](C[C@@H]1C(=O)OC(C)(C)C)(C(=O)O)NCC1=CC=NC=C1